C(C1=CC=CC=C1)OC(=O)N1CCC2(C[C@H]([C@H]([C@H]2NC(=O)OC(C)(C)C)F)C)CC1 (1s,2r,3r)-1-((tert-butoxycarbonyl)amino)-2-fluoro-3-methyl-8-azaspiro[4.5]decane-8-carboxylic acid benzyl ester